(2S)-4-(trifluoromethanesulfonyloxy)-2,3-dihydropyrrole-1,2-dicarboxylic acid 1-tert-butyl ester 2-methyl ester COC(=O)[C@H]1N(C=C(C1)OS(=O)(=O)C(F)(F)F)C(=O)OC(C)(C)C